6-acetyl-2-[[5-[8-[4-(chloromethyl)phenyl]-3,8-diazabicyclo[3.2.1]octan-3-yl]-2-pyridyl]amino]-8-cyclopentyl-5-methyl-pyrido[2,3-d]pyrimidin-7-one C(C)(=O)C1=C(C2=C(N=C(N=C2)NC2=NC=C(C=C2)N2CC3CCC(C2)N3C3=CC=C(C=C3)CCl)N(C1=O)C1CCCC1)C